ClC1=C(C(=O)C2=CNC=3N=CN=C(C32)NC3CCN(CC3)C(CCCCCN3CCN(CC3)C=3C=C2C(N(C(C2=CC3)=O)C3C(NC(CC3)=O)=O)=O)=O)C=CC(=C1)OC1=CC=CC=C1 5-(4-(6-(4-((5-(2-chloro-4-phenoxybenzoyl)-7H-pyrrolo[2,3-d]pyrimidin-4-yl)amino)piperidin-1-yl)-6-oxohexyl)piperazin-1-yl)-2-(2,6-dioxopiperidin-3-yl)isoindoline-1,3-dione